ClC1=C(C=CC=C1C(F)(F)F)C(=O)N1CC2=C(C[C@H]1C)N(N=N2)C2=NC=CC=C2 |o1:18| 5-{[2-Chloro-3-(trifluoromethyl)phenyl]carbonyl}-(R*)-6-methyl-1-pyridin-2-yl-4,5,6,7-tetrahydro-1H-[1,2,3]triazolo[4,5-c]pyridine